di-tert-butyl (4-((methylamino)methyl)phenyl) phosphate P(=O)(OC(C)(C)C)(OC(C)(C)C)OC1=CC=C(C=C1)CNC